C(N)(O[C@H](C(=O)N1[C@@H]([C@H]2C([C@H]2C1)(C)C)C(N[C@H](C(=O)N)C[C@H]1C(NCC1)=O)=O)C1(CCCCC1)C)=O ((S)-2-((1R,2S,5S)-2-(((S)-1-amino-1-oxo-3-((S)-2-oxopyrrolidin-3-yl) propan-2-yl) carbamoyl)-6,6-dimethyl-3-azabicyclo[3.1.0]hex-3-yl)-1-(1-methylcyclohexyl)-2-oxoethyl) carbamate